ClC=1C=C2C(=NN1)NC[C@@]1(N2C[C@@H](C1)N1N=C2C=NC(=CC2=C1)C=C)C(F)F (6aR,8R)-2-chloro-6a-(difluoromethyl)-8-(5-vinyl-2H-pyrazolo[3,4-c]pyridin-2-yl)-5,6,6a,7,8,9-hexahydropyrrolo[1',2':4,5]pyrazino[2,3-c]pyridazine